(6-((2-methoxyethoxy)methyl)pyridazine-3-yl)methanol COCCOCC1=CC=C(N=N1)CO